NC(CNC(=O)C=1SC(=C(C1Cl)Cl)Cl)=O N-(2-amino-2-oxoethyl)-3,4,5-trichlorothiophene-2-carboxamide